Cl.C(C)OCC1(CC1)NC(=O)C1CNC1 N-[1-(ethoxymethyl)cyclopropyl]azetidine-3-carboxamide hydrochloride